2-Ethylsulfanyl-N-[(3-fluorophenyl)-methyl]-6-[(3R)-3-(methoxymethyl)-morpholin-4-yl]-4-methyl-pyridine-3-carboxylic acid amide C(C)SC1=NC(=CC(=C1C(=O)NCC1=CC(=CC=C1)F)C)N1[C@@H](COCC1)COC